C(CCCCCCCCCCC)S n-dodecyl mercaptan